C1(CC1)COC1=CC=C(C=N1)C=1C(=CC(=C(C1)NC(=O)C1=CNC(C=C1C(F)(F)F)=O)N1C[C@H](N([C@H](C1)C)C)C)F |r| N-[5-[6-(cyclopropylmethoxy)pyridin-3-yl]-4-fluoro-2-[rac-(3R,SR)-3,4,5-trimethylpiperazin-1-yl]phenyl]-6-oxo-4-(trifluoromethyl)-1H-pyridine-3-carboxamide